2-(cyclopropylamino)pyrimidin C1(CC1)NC1=NC=CC=N1